(2-Chloro-3-methoxyphenyl)-[(3S,9aS)-3-[4-(difluoromethyl)-5-fluoro-2-pyridyl]-3,4,6,7,9,9a-hexahydro-1H-pyrazino[2,1-c][1,4]oxazin-8-yl]methanon ClC1=C(C=CC=C1OC)C(=O)N1C[C@H]2CO[C@@H](CN2CC1)C1=NC=C(C(=C1)C(F)F)F